COC1=CC=C(C=C1)CN(C1=CC(=C(OCC#N)C=C1F)F)CC1=CC=C(C=C1)OC 2-[4-[bis[(4-methoxyphenyl)methyl]amino]-2,5-difluorophenoxy]acetonitrile